C(C)(=O)C1C(OC(=CC1=O)C)=O 3-acetyl-6-methylpyrane-2,4(3H)-dione